4-((S)-2-azido-1-methoxyprop-2-yl)-6-chloro-1-(cis-3-(cyclopropylsulfonyl)cyclobutoxy)-2,7-naphthyridine N(=[N+]=[N-])[C@@](COC)(C)C1=CN=C(C2=CN=C(C=C12)Cl)O[C@@H]1C[C@@H](C1)S(=O)(=O)C1CC1